CC1=NC=C(C(=C1C)NCC1=C(C=C(C=C1F)S(=O)(=O)N)F)[N+](=O)[O-] 4-(((2,3-dimethyl-5-nitropyridin-4-yl)amino)methyl)-3,5-difluorobenzenesulfonamide